N-(5-((4-((1-(tert-butyl)piperidin-4-yl)amino)-6,7-dimethoxyquinazolin-2-yl)amino)pentyl)-2-chloroacetamide C(C)(C)(C)N1CCC(CC1)NC1=NC(=NC2=CC(=C(C=C12)OC)OC)NCCCCCNC(CCl)=O